CC1C(CCCC1N)N 2-methyl-cyclohexane-1,3-diamine